chloro-1,3-dimethylpyrazol-4-ylcarboxamide ClNC(=O)C=1C(=NN(C1)C)C